CC(C)(C1=CC=C(C=C1)B1OC(C(O1)(C)C)(C)C)NC(OC(C)(C)C)=O tert-butyl N-[1-methyl-1-[4-(4,4,5,5-tetramethyl-1,3,2-dioxaborolan-2-yl)phenyl]ethyl]carbamate